N-(2-chloro-2'-methyl-3'-(2,2,2-trifluoro-1-hydroxyethyl)-[1,1'-biphenyl]-3-yl)-1,5-dimethyl-4,5,6,7-tetrahydro-1H-imidazo[4,5-c]Pyridine-2-formamide ClC1=C(C=CC=C1NC(=O)C=1N(C2=C(CN(CC2)C)N1)C)C1=C(C(=CC=C1)C(C(F)(F)F)O)C